3-((6-methoxy-2-(pyrrolidin-1-yl)-7-(3-(pyrrolidin-1-yl)propoxy)quinazolin-4-yl)amino)tetrahydro-2H-thiopyran 1,1-dioxide COC=1C=C2C(=NC(=NC2=CC1OCCCN1CCCC1)N1CCCC1)NC1CS(CCC1)(=O)=O